N-(3-(2-hydroxyethyl)tetrahydrofuran-3-yl)-2-methyl-5-((4-methylthiazol-5-yl)methoxy)-benzofuran-3-carboxamide OCCC1(COCC1)NC(=O)C1=C(OC2=C1C=C(C=C2)OCC2=C(N=CS2)C)C